C(C1=CC(OC)=C(O)C=C1)(=O)N Vanillamide